C1(=CC=C(C=C1)S(=O)(=O)OCCOCCOCCOCCOCCOCCOCCOCCOCCOC1=CC=C(C(=O)OC(C)(C)C)C=C1)C tert-butyl 4-[2-[2-[2-[2-[2-[2-[2-[2-[2-(p-tolylsulfonyloxy) ethoxy]ethoxy] ethoxy]ethoxy]ethoxy]ethoxy]ethoxy]ethoxy]ethoxy]benzoate